ClC=1C(=NC(=NC1)NC1=C(C=C(C(=C1)C)C=1C[C@@H](N[C@H](C1)C1CCC1)C1CCC1)OC(C)C)NC1=C(C=CC=C1)S(=O)(=O)C(C)C 5-chloro-N2-(4-((trans)-2,6-dicyclobutyl-1,2,3,6-tetrahydropyridin-4-yl)-2-isopropoxy-5-methylphenyl)-N4-(2-(isopropylsulfonyl)phenyl)pyrimidine-2,4-diamine